7-Bromo-2,2-dimethyl-2,3,4,5-tetrahydrobenzo[f][1,4]oxazepine BrC=1C=CC2=C(CNCC(O2)(C)C)C1